2-chloro-6,7-dihydroquinazolin ClC1=NC2=CCCC=C2C=N1